5-{2-[benzyl-(1-(4-hydroxyphenyl)-1-methylethyl)amino]-1-hydroxyethyl}benzene-1,3-diol C(C1=CC=CC=C1)N(CC(O)C=1C=C(C=C(C1)O)O)C(C)(C)C1=CC=C(C=C1)O